(7S)-7-tert-butyl-N-[(1R)-3-(4-hydroxy-1-piperidyl)-1-[4-(1,2,4-thiadiazol-5-yl)phenyl]propyl]-5,6,7,8-tetrahydrothiazolo[5,4-b]quinoline-2-carboxamide C(C)(C)(C)[C@@H]1CC=2C=C3C(=NC2CC1)SC(=N3)C(=O)N[C@H](CCN3CCC(CC3)O)C3=CC=C(C=C3)C3=NC=NS3